1-(4-((4-fluorophenyl)(4-methoxyphenyl)amino)piperidine-1-carbonyl)-1H-benzo[d][1,2,3]triazole-6-carbonitrile FC1=CC=C(C=C1)N(C1CCN(CC1)C(=O)N1N=NC2=C1C=C(C=C2)C#N)C2=CC=C(C=C2)OC